2-(4-(3-Chloro-4-((3,5-difluoropyridin-2-yl)methoxy)-5',6-dimethyl-2-oxo-2H-[1,4'-bipyridin]-2'-yl)pyrimidin-2-yl)-2-methylpropanenitrile ClC=1C(N(C(=CC1OCC1=NC=C(C=C1F)F)C)C1=CC(=NC=C1C)C1=NC(=NC=C1)C(C#N)(C)C)=O